C(C)(C)(C)[Si](C1=CC=CC=C1)(C1=CC=CC=C1)OC1(CCC1)CN=C=S tert-butyl-(1-(Isothiocyanatomethyl)cyclobutoxy)diphenylsilane